S-2-(4-(2-(3-chloro-5-(4-methylpiperazin-1-yl)benzamido)propan-2-yl)-1H-1,2,3-triazol-1-yl)ethyl ethanethioate C(C)(SCCN1N=NC(=C1)C(C)(C)NC(C1=CC(=CC(=C1)N1CCN(CC1)C)Cl)=O)=O